4-(4-methoxyphenyl)-benzaldehyde COC1=CC=C(C=C1)C1=CC=C(C=O)C=C1